butyl 4-({4-[(4aS,5aR)-5,5-difluoro-5a-methyl-1H,4H,4aH,5H,5aH,6H-cyclopropa[f]indazole-3-amido]-1H-pyrazol-1-yl}methyl)piperidine-1-carboxylate FC1([C@H]2CC=3C(=NNC3C[C@]21C)C(=O)NC=2C=NN(C2)CC2CCN(CC2)C(=O)OCCCC)F